tetramethylbenzidinemethanol CN(C1=CC=C(C=2C(=CC(N(C)C)=CC2)CO)C=C1)C